1-(4-((4-chloro-6-methoxyquinolin-7-yl)oxy)piperidine-1-yl)ethanone ClC1=CC=NC2=CC(=C(C=C12)OC)OC1CCN(CC1)C(C)=O